O=C1NC(CCC1N1C(C2=CC=CC(=C2C1=O)N1CC(C1)COC1=CC=C(C=C1)C(C)(C)C1=CC=C(OCC2=NC(=NC=C2)NS(=O)(=O)C)C=C1)=O)=O N-(4-((4-(2-(4-((1-(2-(2,6-dioxopiperidin-3-yl)-1,3-dioxoisoindolin-4-yl)azetidin-3-yl)methoxy)phenyl)propan-2-yl)phenoxy)methyl)pyrimidin-2-yl)methanesulfonamide